1-thiolyxose S=C[C@@H](O)[C@@H](O)[C@H](O)CO